C1(=CC=CC=C1)C=1C(=C(C=CC1[Si](C1=CC=CC=C1)(C1=CC=CC=C1)C1=CC=CC=C1)[PH2]=O)C1=CC=CC=C1 (diphenyl-[4-(triphenylsilyl)phenyl])Phosphine oxide